ClCC(=O)N1[C@@H](CCC1)C#N (S)-1-(2-chloroacetyl)-2-cyanopyrrolidine